tert-butyl 4-(3-amino-2-chloro-5-cyanophenyl)piperazine-1-carboxylate NC=1C(=C(C=C(C1)C#N)N1CCN(CC1)C(=O)OC(C)(C)C)Cl